1-(4-methylbenzyl)-5-(methylsulfonyl)-1H-indole-2-carboxylic acid CC1=CC=C(CN2C(=CC3=CC(=CC=C23)S(=O)(=O)C)C(=O)O)C=C1